bis[6-(3,5-diphenyl-phenyl)-1H-indolyl]chlorophosphine C1(=CC=CC=C1)C=1C=C(C=C(C1)C1=CC=CC=C1)C1=CC=C2C=CN(C2=C1)P(Cl)N1C=CC2=CC=C(C=C12)C1=CC(=CC(=C1)C1=CC=CC=C1)C1=CC=CC=C1